ClC=1C(=C(C=CC1OC(F)F)C=1N=C(C2=C(N1)C=NC(=N2)O[C@@H]2CNCC2)N)F [3-chloro-4-(difluoromethoxy)-2-fluoro-phenyl]-6-[(3S)-pyrrolidin-3-yl]oxy-pyrimido[5,4-d]pyrimidin-4-amine